ClC1=NC=C(C(=N1)NC1=C(C=NC=C1)I)Cl 2,5-dichloro-N-(3-iodopyridin-4-yl)pyrimidin-4-amine